(R)-1,1,1-Trifluoropropan-2-yl 5-methyl-2-((pyrazolo[1,5-a]pyrimidine-3-carboxamido)methyl)-benzofuran-7-carboxylate CC=1C=C(C2=C(C=C(O2)CNC(=O)C=2C=NN3C2N=CC=C3)C1)C(=O)O[C@@H](C(F)(F)F)C